ClC1=C(C(=C(C=2C=NC(=NC12)NC1=C(C=C2CCN(CC2=C1)C)F)N)F)C1=C(C2=C(OCCN2)N=C1)C 8-chloro-6-fluoro-N~2~-(6-fluoro-2-methyl-1,2,3,4-tetrahydroisoquinolin-7-yl)-7-(8-methyl-2,3-dihydro-1H-pyrido[2,3-b][1,4]oxazin-7-yl)quinazoline-2,5-diamine